FC1=C(N)C=CC(=C1C=1N=CC=2N(C1)C=NC2C=2N(C=CN2)COCC[Si](C)(C)C)F 2,4-difluoro-3-[1-(1-[[2-(trimethylsilyl)ethoxy]methyl]imidazol-2-yl)imidazo[1,5-a]pyrazin-6-yl]aniline